BrC=1C=C(C(=C(C1)NCC=1N=C2N(C=C(C=C2N2C(N(C(C2)=O)C)=O)C2CC2)C1)Cl)F 1-(2-(((5-bromo-2-chloro-3-fluorophenyl)amino)methyl)-6-cyclopropylimidazo[1,2-a]pyridin-8-yl)-3-methylimidazolidine-2,4-dione